5-chloro-N-(5-(1,2-dihydroxyethyl)pyridin-2-yl)-1H-indole-2-carboxamide ClC=1C=C2C=C(NC2=CC1)C(=O)NC1=NC=C(C=C1)C(CO)O